S1C(=NC2=C1C=CC=C2)C(CC=2C=C(C(=NO)N)C=CC2)NS(=O)(=O)C2=CC(=CC=C2)C(=O)N2CCN(CC2)CCOC 3-[2-(1,3-benzothiazol-2-yl)-2-[[3-[4-(2-methoxyethyl)piperazine-1-carbonyl]phenyl]sulfonylamino]ethyl]-N'-hydroxy-benzamidine